(S)-4-chloro-3-methyl-6,7,7a,8,10,11-hexahydro-9H-pyrazino[1,2-d]pyrido[3,2-b][1,4]oxazepin ClC1=C(C=NC2=C1OCC[C@@H]1N2CCNC1)C